5-hydroxy-2,6,7-trimethylbenzofuran-3-carboxylic acid ethyl ester C(C)OC(=O)C1=C(OC2=C1C=C(C(=C2C)C)O)C